4-amino-2-(2-hydroxyethoxy)-phenol NC1=CC(=C(C=C1)O)OCCO